3-Methyl-3,4-dihydro-2H-pyrrolo[1,2-a]pyrazin-1-one CC1NC(C=2N(C1)C=CC2)=O